OCCOC1=C(C2=CC=C(C=C2C=C1)C1=CC=CC=C1)C1=C(C=CC2=CC(=CC=C12)C1=CC=CC=C1)OCCO 2,2'-bis(2-hydroxy-ethoxy)-6,6'-diphenyl-1,1'-binaphthyl